tert-butyl (3S)-3-[[8-carbamoyl-6-(4-[[(2R)-2-methylmorpholin-4-yl] methyl] phenyl)pyrido[3,2-d]pyrimidin-4-yl]amino]piperidine-1-carboxylate C(N)(=O)C1=CC(=NC2=C1N=CN=C2N[C@@H]2CN(CCC2)C(=O)OC(C)(C)C)C2=CC=C(C=C2)CN2C[C@H](OCC2)C